tert-butyl 5-[2-(3,4-dichlorophenyl)-2-oxo-ethyl]-2,5-diazabicyclo[2.2.1]heptane-2-carboxylate ClC=1C=C(C=CC1Cl)C(CN1C2CN(C(C1)C2)C(=O)OC(C)(C)C)=O